C1=CC=C(C2=C3C(=CC=CC3=CC=C12)C(=O)O)C(=O)O.[NH4+] ammonium phenanthrene-4,5-dicarboxylic acid